C(CCCCCCCCC=CCC)(=O)[O-].[Zn+2].C(CCCCCCCCC=CCC)(=O)[O-] zinc 10-tridecenate